N1=CC(=CC2=CC=CC=C12)CC1C(NC(S1)=S)=O 5-(quinolin-3-ylmethyl)-2-thioxothiazolidin-4-one